BrC1=CC(=C2C(=NN(C2=C1)C1OCCCC1)C)F 6-bromo-4-fluoro-3-methyl-1-(tetrahydro-2H-pyran-2-yl)-1H-indazole